6-[(2S)-2-aminopropyl]-2-chloro-N-[(5-fluorothien-2-yl)methyl]-7-methylthieno[3,2-d]pyrimidin-4-amine N[C@H](CC1=C(C=2N=C(N=C(C2S1)NCC=1SC(=CC1)F)Cl)C)C